NC1=NC=NN2C1=C(C=C2C=2C=C(C(=O)N[C@@H]1CN(C[C@@H]1F)C(C(CF)(C)C)=O)C=CC2)C(F)(F)F 3-[4-amino-5-(trifluoromethyl)pyrrolo[2,1-f][1,2,4]triazin-7-yl]-N-[(3R,4S)-4-fluoro-1-(3-fluoro-2,2-dimethylpropanoyl)pyrrolidin-3-yl]benzamide